N[C@H](C1CCN(CC1)C(=O)[C@@H]1OC[C@@H]1C1=CC=CC=C1C(=O)[O-])C1=C(C=C(C(=C1)Cl)C)O (2R,3S)-2-[4-[(R)-amino (5-chloro-2-hydroxy-4-methylphenyl) methyl]Piperidine-1-carbonyl]Oxetane-3-benzoate